NC(=NS(=O)(=O)C1=CC=C(C=C1)C)C1=CC=C(C=C1)Cl N-[amino(4-chlorophenyl)methylene]-4-(methyl)benzenesulfonamide